(S)-N-(8,9-Difluoro-6-oxo-1,4,5,6-tetrahydro-2H-pyrano[3,4-c]isoquinolin-1-yl)-N-methylpyrrolo[1,2-b]pyridazine-6-carboxamide FC=1C(=CC=2C3=C(NC(C2C1)=O)COC[C@H]3N(C(=O)C=3C=C1N(N=CC=C1)C3)C)F